[3-(3,5-dimethylisoxazol-4-yl)phenyl]acetic acid CC1=NOC(=C1C=1C=C(C=CC1)CC(=O)O)C